4-(cyanomethyl)pentanedioate C(#N)CC(CCC(=O)[O-])C(=O)[O-]